C1(CC1)S(=O)(=O)N1N=CC(=C1)C1=NC=CC(=N1)NC1=CC(=C(N=N1)C1=NN(C=C1)C(F)F)NC1CCC(CC1)(O)C (1s,4s)-4-((6-((2-(1-(Cyclopropylsulfonyl)-1H-pyrazol-4-yl)pyrimidin-4-yl)amino)-3-(1-(difluoromethyl)-1H-pyrazol-3-yl)pyridazin-4-yl)amino)-1-methylcyclohexan-1-ol